2-(4-((1H-imidazol-1-yl)methyl)-3-chlorophenyl)acetic acid N1(C=NC=C1)CC1=C(C=C(C=C1)CC(=O)O)Cl